COC(CNC([C@@H](N)CO)=O)=O seryl-L-glycine methyl ester